ClC1=CC(=C(C=C1)C1=C(CC(CC1)(C)C)CN1CCNCC1)F 4-((4'-Chloro-2'-fluoro-4,4-dimethyl-3,4,5,6-tetrahydro-[1,1'-biphenyl]-2-yl)methyl)piperazine